FC1([C@@H]([C@H](CCC1)N([C@@H]1CN(CC1)C(C)C)C)NC(=O)N1C[C@@H]2CN(C[C@@H]2C1)C1=CC=CC=C1)F (3aR,6aS)-N-[(1R,6S)-2,2-difluoro-6-{methyl[(3S)-1-(propane-2-yl)pyrrolidin-3-yl]amino}cyclohexyl]-5-phenylhexahydropyrrolo[3,4-c]pyrrole-2(1H)-carboxamide